3-[(2-methoxy-4-pyridinyl)amino]-5-(methylamino)-6-(3-methylimidazo[4,5-c]pyridin-7-yl)pyrazine-2-carboxamide COC1=NC=CC(=C1)NC=1C(=NC(=C(N1)NC)C=1C2=C(C=NC1)N(C=N2)C)C(=O)N